6-but-3-enyl-4-[3-methyl-7-(morpholine-4-carbonyl)benzoimidazol-5-yl]-1H-pyrrolo[2,3-c]pyridin-7-one C(CC=C)N1C(C2=C(C(=C1)C1=CC3=C(N=CN3C)C(=C1)C(=O)N1CCOCC1)C=CN2)=O